ClC1=CC=C(C=C1)N1N=C(C=C1)OC(=O)C1C(C1\C=C(\C(F)(F)F)/Cl)(C)C 1-(4-chlorophenyl)-1H-pyrazol-3-yl-(Z)-3-(2-chloro-3,3,3-trifluoroprop-1-en-1-yl)-2,2-dimethylcyclopropane-1-carboxylate